N-(5-isobutyryl-6-(3-(1-isopropoxyethyl)benzyl)-5-azaspiro[2.4]heptan-7-yl)methanesulfonamide C(C(C)C)(=O)N1CC2(CC2)C(C1CC1=CC(=CC=C1)C(C)OC(C)C)NS(=O)(=O)C